F[C@@H]1[C@@H](C1)C(=O)NC1=CC(=C(N=N1)C(=O)NC([2H])([2H])[2H])NC1=NC=CC(=C1OC)C1=NN(N=C1)C 6-[(1S,2S)-2-fluorocyclopropaneamido]-4-{[3-methoxy-4-(2-methyl-2H-1,2,3-triazol-4-yl)pyridin-2-yl]amino}-N-(2H3)methylpyridazine-3-carboxamide